Cl.ClCC=1C=NC=CC1CCl 3,4-bis(chloromethyl)pyridine HCl salt